O=C1N(C(C(N1)CC=1N=CN(C1)C)=O)C1CC2(CC(C2)OC2=NC=CC=C2C(=O)N)C1 2-{[(αR)-6-[2,5-dioxo-4-(1-methyl-4-imidazylmethyl)imidazolidin-1-yl]spiro[3.3]heptan-2-yl]oxy}pyridine-3-carboxamide